COC(=O)C=1C=C2CCN(C(C2=CC1)=O)C=1C=NN(C1)C 2-(1-methyl-1H-pyrazol-4-yl)-1-oxo-1,2,3,4-tetrahydroisoquinoline-6-carboxylic acid methyl ester